N1=CN=CC(=C1)C=1C(=NOC1)C(=O)N pyrimidin-5-yl-isoxazole-3-carboxamide